C(C)(C)(C)OC(=O)N1[C@H](CN(CC1)C1=NC(=NC=2C([C@@](CCC12)(CC1=C(C=CC=C1)Br)CC=C)=O)Cl)CC#N (S)-4-((R)-7-allyl-7-(2-bromobenzyl)-2-chloro-8-oxo-5,6,7,8-tetrahydroquinazolin-4-yl)-2-(cyanomethyl)piperazine-1-carboxylic acid tert-butyl ester